4-[1-(4-hydroxyphenyl)cyclododecyl]phenol OC1=CC=C(C=C1)C1(CCCCCCCCCCC1)C1=CC=C(C=C1)O